OC(=CC=CC=CC=CC=CC(=O)O)CCCCCCC(CC)O 11,18-DiHydroxyEicosapentaenoic Acid